[Si](C)(C)(C(C)(C)C)OC1CC2C(C2C1)N 3-((tert-butyldimethylsilyl)oxy)bicyclo[3.1.0]Hexan-6-amine